NC1=NC=NC=2N(C3=CC(=CC=C3C21)NC(OC(C)(C)C)=O)CC(=O)N2[C@@H]1C[C@@H]1C[C@H]2C(NC2=NC(=CC=C2)Br)=O tert-butyl (4-amino-9-(2-((1R,3S,5R)-3-((6-bromopyridin-2-yl)carbamoyl)-2-azabicyclo[3.1.0]hexan-2-yl)-2-oxoethyl)-9H-pyrimido[4,5-b]indol-7-yl)carbamate